6-(6-(((1R,3S,5S)-1,5-dimethyl-9-azabicyclo[3.3.1]nonan-3-yl)(methyl)amino)pyridazin-3-yl)-3-fluoro-7-hydroxy-N-methyl-2-naphthamide C[C@]12CC(C[C@](CCC1)(N2)C)N(C2=CC=C(N=N2)C=2C=C1C=C(C(=CC1=CC2O)C(=O)NC)F)C